5-(2-chlorophenoxy)-3-((3,4-dihydroxybenzyl)amino)-4H-benzo[e][1,2,4]thiadiazine 1,1-dioxide ClC1=C(OC2=CC=CC3=C2NC(=NS3(=O)=O)NCC3=CC(=C(C=C3)O)O)C=CC=C1